ClC=1C=C(C=C(C1F)Cl)C1(CC(=NO1)NC1=CC(=C(C=C1)F)CNC)C(F)(F)F 5-(3,5-dichloro-4-fluorophenyl)-N-(4-fluoro-3-((methylamino)methyl)phenyl)-5-(trifluoromethyl)-4,5-dihydroisoxazol-3-amine